N,N'-dioleyl-sebacamide T-butyl-(S)-3-cyano-6-oxo-5,6,6a,7,9,10-hexahydro-8H-pyrazino[1,2-a]pyrido[3,2-e]pyrazin-8-carboxylate C(C)(C)(C)OC(=O)N1C[C@@H]2N(C3=C(NC2=O)C=C(C=N3)C#N)CC1.C(CCCCCCC\C=C/CCCCCCCC)NC(CCCCCCCCC(=O)NCCCCCCCC\C=C/CCCCCCCC)=O